CC(C)(C(C(=O)O)O)O The molecule is a dihydroxy monocarboxylic acid that is isovaleric acid which is substituted by hydroxy groups at positions 2 and 3. It derives from a butyric acid and an isovaleric acid. It is a conjugate acid of a 2,3-dihydroxy-3-methylbutanoate.